CON1N=CC=CC1=O methoxypyridazin-3(2H)-one